C(#N)CN1N=CC(=C1)C=1C=C2CCCN(C2=CC1C(F)F)C=1N=C(C=C2C=CC=NC12)C(=O)O 8-[6-(1-cyanomethyl-1H-pyrazol-4-yl)-7-difluoromethyl-3,4-dihydro-2H-quinolin-1-yl]-[1,7]naphthyridine-6-carboxylic acid